N[C@@H](CC1=CC=C(C=C1)O)C(=O)N[C@@H](CCC(N)=O)C(=O)O L-tyrosinyl-L-glutamine